(S)-4-(2-hydroxy-propan-2-yl)-N'-((2,4,5,6-tetrahydro-1H-cyclobuta[f]inden-3-yl)carbamoyl)thiazole-2-sulfonimidamide OC(C)(C)C=1N=C(SC1)[S@](=O)(N)=NC(NC1=C2C(=CC=3CCCC13)CC2)=O